CSC1=C(C=CC=C1OCC(F)F)C(F)(F)F 2-methylsulfanyl-3-(2',2'-difluoroethoxy)benzotrifluoride